C(C)(=O)OC(C)C1CCCCC1 1-cyclohexylethan-1-yl acetate